ClC=1C=C(CNNC(=O)C=2N=CSC2)C=CC1 (E)-N'-(3-chlorobenzyl)thiazole-4-carbohydrazide